O1CCN(CC1)S(=O)(=O)N1[C@@H](C[C@@H](C1)C1=CC=CC=C1)CS(=O)(=O)C1=NC=CC(=C1)CN (2-((((2S,4R)-1-(morpholinosulfonyl)-4-phenylpyrrolidin-2-yl)methyl)sulfonyl)pyridin-4-yl)methanamine